tert-Butyl 3-[[3-(4,4,5,5-tetramethyl-1,3,2-dioxaborolan-2-yl)-2-pyridyl]oxy]azetidine-1-carboxylate CC1(OB(OC1(C)C)C=1C(=NC=CC1)OC1CN(C1)C(=O)OC(C)(C)C)C